N1N=CC=C1C=1C=C(C=CC1)[C@@H](C1=NC(=C(C=C1)C(C)C)F)NC(=O)[C@H]1[C@H](CCC1)C(=O)O (1S,2R)-2-(((S)-(3-(1H-pyrazol-5-yl)phenyl)(6-fluoro-5-isopropylpyridin-2-yl)methyl)carbamoyl)cyclopentane-1-carboxylic acid